tert-Butyl-4-(7-bromo-6-methyl-2,3-dioxo-2,3-dihydropyrido[2,3-b]pyrazin-4(1H)-yl)piperidin Methyl-1-phenyl-2,5,8,11-tetraoxatridecan-13-oate COC(COCCOCCOCCOCC1=CC=CC=C1)=O.C(C)(C)(C)N1CCC(CC1)N1C2=C(NC(C1=O)=O)C=C(C(=N2)C)Br